C(C1=CC=CC=C1)OC1=NC=C(C=N1)C1OCCC(C1)Br 2-benzyloxy-5-(4-bromotetrahydropyran-2-yl)pyrimidine